1-(2-isopropylphenyl)-3-[[4-[5-(methylamino)-1-[4-(trifluoromethoxy)phenyl]-1,2,4-triazol-3-yl]phenyl]methyleneamino]thiourea C(C)(C)C1=C(C=CC=C1)NC(=S)NN=CC1=CC=C(C=C1)C1=NN(C(=N1)NC)C1=CC=C(C=C1)OC(F)(F)F